(2-methyloxazol-5-yl)(4-(5-phenyl-4,5-dihydro-1H-pyrazole-1-carbonyl)piperidin-1-yl)methanone CC=1OC(=CN1)C(=O)N1CCC(CC1)C(=O)N1N=CCC1C1=CC=CC=C1